tert-butyl (1-(2-(4-(1-(4-fluoro-2-(isopropyl(methyl)carbamoyl)phenyl)-1H-pyrrolo[2,3-c]pyridin-3-yl)piperidin-1-yl)ethyl)piperidin-4-yl)carbamate FC1=CC(=C(C=C1)N1C=C(C=2C1=CN=CC2)C2CCN(CC2)CCN2CCC(CC2)NC(OC(C)(C)C)=O)C(N(C)C(C)C)=O